C(C)N1C=C(C=C1)C(=O)N ethyl-1H-pyrrole-3-carboxamide